phthalic acid diButyl ester C(CCC)OC(C=1C(C(=O)OCCCC)=CC=CC1)=O